O=C1NC(CCC1C=1C=CC(=C2CNC(C12)=O)C(CCCN1CCN(CC1)C=1C(=CC2=C(C(C=3NC4=CC(=CC=C4C3C2=O)C#N)(C)C)C1)CC)CC#C)=O 8-(4-(4-(7-(2,6-dioxopiperidin-3-yl)-1-oxoisoindolin-4-yl)hept-6-yn-1-yl)piperazin-1-yl)-9-ethyl-6,6-dimethyl-11-oxo-6,11-dihydro-5H-benzo[b]carbazole-3-carbonitrile